ClC1=NC=C(C(=N1)C1=CN=C2N1C=CC=C2)F 3-(2-chloro-5-fluoropyrimidin-4-yl)imidazo[1,2-a]Pyridine